O[C@H]1[C@@H](O[C@@H]([C@H]1O)CO)N1N=CC(=NC1=O)NC(CCC)=O N-(2-((2R,3R,4S,5R)-3,4-DIHYDROXY-5-(HYDROXYMETHYL)TETRAHYDRO-FURAN-2-YL)-3-OXO-2,3-DIHYDRO-1,2,4-TRIAZIN-5-YL)BUTYRAMIDE